N-(4'-((2-(1,1-difluoroethyl)-6-ethylpyrimidin-4-yl)amino)-5-(difluoromethoxy)-[2,3'-bipyridin]-6'-yl)acetamide FC(C)(F)C1=NC(=CC(=N1)NC1=C(C=NC(=C1)NC(C)=O)C1=NC=C(C=C1)OC(F)F)CC